CC1(C(C(C2=CC=C(C=C12)C)C(C)C)C)C 2,3-Dihydro-1,1,2,6-tetramethyl-3-(1-methylethyl)-1H-inden